O1CCN(CC1)C1=CC=CC=2N=C3N(C=C(C=C3)C3C(CCNC3)N)C21 5-(9-morpholinobenzo[4,5]imidazo[1,2-a]pyridin-2-yl)piperidin-4-amine